dimethoxyphenylacetyl-aminoflavone COC1=C(C(=C2C(C(=C(OC2=C1)C1=CC=CC=C1)N)=O)C(CC1=CC=CC=C1)=O)OC